NCCOC1=C(NC(C2=CC(=CC=C12)F)=O)C1=CC=C(C=C1)Br 4-(2-amino-ethoxy)-3-(4-bromo-phenyl)-7-fluoro-2H-isoquinolin-1-one